ClC1=C2C(N(C=NC2=CC=C1OC1=C(C(=CC=C1F)NS(N(C)CC)(=O)=O)C#N)C1CCC2(C1)CCN(CC2)C(=O)OC(C)(C)C)=O tert-butyl 3-[5-chloro-6-[2-cyano-3-[[ethyl(methyl)sulfamoyl]amino]-6-fluoro-phenoxy]-4-oxo-quinazolin-3-yl]-8-azaspiro[4.5]decane-8-carboxylate